3,6-diamino-10-methylacridine hydrochloride Cl.NC=1C=CC=2CC3=CC=C(C=C3N(C2C1)C)N